Cl.C(#N)C1=CC=C(C2=CC=CC=C12)NC(C(C)(N1N=CC(=C1)C1CCN(CC1)C1CC2C(CNC2)C1)C)=O cis-N-(4-cyanonaphthalen-1-yl)-2-methyl-2-(4-(1-(octahydrocyclopenta[c]pyrrol-5-yl)piperidin-4-yl)-1H-pyrazol-1-yl)propanamide hydrochloride